3-bromo-9,9-dimethyl-9H-fluorene BrC=1C=CC=2C(C3=CC=CC=C3C2C1)(C)C